nonyl 8-((6-((4,4-bis(octyloxy)butanoyl)oxy)hexyl)(3-(3-methylureido)propyl)amino)octanoate C(CCCCCCC)OC(CCC(=O)OCCCCCCN(CCCCCCCC(=O)OCCCCCCCCC)CCCNC(=O)NC)OCCCCCCCC